Methyl 4-(2-bromoacetyl)-2,6-dimethylbenzoate BrCC(=O)C1=CC(=C(C(=O)OC)C(=C1)C)C